2r-methyl-histamine CC=1NC=C(CCN)N1